CC=1C=C(C=NNC2=NC=CC=C2)C=CC1 2-(2-m-methylbenzylidenehydrazino)pyridine